C(C)N1CCN(CC1)C1CCN(CC1)C1=C(C=C(C=C1)C1(N=C(C2=C(N1)NC=C2)NC=2C=CC=C1CCN(C21)S(=O)(=O)C)N)F 2-(4-(4-(4-ethylpiperazin-1-yl)piperidin-1-yl)-3-fluorophenyl)-N4-(1-(methylsulfonyl)indolin-7-yl)-7H-pyrrolo[2,3-d]pyrimidine-2,4-diamine